(difluoromethyl)cyclobutan-1-amine FC(F)C1(CCC1)N